CC1=C(C(=CC=C1)C)C1=CC(=NC(=C1)C#CC1(COCC1)C)CCC(=O)O 3-(4-(2,6-dimethylphenyl)-6-((3-methyltetrahydrofuran-3-yl)ethynyl)pyridin-2-yl)propanoic acid